1-(4-(5-(difluoromethyl)-1,3,4-oxadiazole-2-yl)-2-fluorobenzyl)-3-(tetrahydro-2H-pyran-4-yl)-1,3-dihydro-2H-benzo[d]imidazole-2-one FC(C1=NN=C(O1)C1=CC(=C(CN2C(N(C3=C2C=CC=C3)C3CCOCC3)=O)C=C1)F)F